FC=1C=C2C(CC3(CCN(CC3)C(=O)NCC3=C(C=C(C=C3)F)F)OC2=CC1)=O 6-fluoro-N-(2,4-difluorobenzyl)-4-oxospiro[chromane-2,4'-piperidine]-1'-carboxamide